2-bromo-6-methyl-4-(trifluoromethyl)pyridine BrC1=NC(=CC(=C1)C(F)(F)F)C